C(C)OC(CC1=C(C(=CC=C1)Br)OCC1=CC=CC=C1)=O.C(C)(C)OB(C1=C(C=CC(=C1)C(F)(F)F)C(F)(F)F)C1=CC(=CC(=C1)C(F)(F)F)C(F)(F)F Isopropoxy(3,5-Bis(Trifluoromethyl)Phenyl)(2,5-Bis(Trifluoromethyl)Phenyl)Borane ethyl-2-(2-(benzyloxy)-3-bromophenyl)acetate